C(C)(C)(C)OC(=O)N[C@H](C(=O)OC(C)(C)C)CO tert-butyl (2S)-2-(tert-butoxycarbonylamino)-3-hydroxy-propanoate